5-azido-L-ornithine N(=[N+]=[N-])C(CC[C@H](N)C(=O)O)N